(4-methoxycarbonylphenyl)boronic acid COC(=O)C1=CC=C(C=C1)B(O)O